C(C)(C)OC(C(C(C(=O)OC(C)C)C(C)CC)(C(C)CC)C#N)=O 2-cyano-2,3-di-sec-butylbutanedioic acid diisopropyl ester